2-azaspiro[3.3]heptan-6-yl 5-(4-((4-(1H-pyrazol-4-yl)phenyl)amino) pyrimidin-2-yl)isoindoline-2-carboxylate N1N=CC(=C1)C1=CC=C(C=C1)NC1=NC(=NC=C1)C=1C=C2CN(CC2=CC1)C(=O)OC1CC2(CNC2)C1